N-(1-(benzo[b]thiophen-2-yl)-2-(benzylamino)-2-oxoethyl)-N-(2-(methylthio)ethyl)-4-(pyridin-1-yl)butanamide S1C2=C(C=C1C(C(=O)NCC1=CC=CC=C1)N(C(CCCN1CC=CC=C1)=O)CCSC)C=CC=C2